2,N7-bis(1-(3,4,5-trimethoxyphenyl)-1H-imidazol-4-yl)naphthalene-2,7-diamine COC=1C=C(C=C(C1OC)OC)N1C=NC(=C1)C1(CC2=CC(=CC=C2C=C1)NC=1N=CN(C1)C1=CC(=C(C(=C1)OC)OC)OC)N